C1(CC1)N(C=1N=CC(=NC1)C1=C(C=C(C=C1)C1=NC=NC(=C1)OC)O)[C@@H]1[C@@H]([C@H]2CC[C@@H](C1)N2)F 2-(5-(cyclopropyl((1R,2R,3S,5S)-2-fluoro-8-azabicyclo[3.2.1]octan-3-yl)amino)pyrazin-2-yl)-5-(6-methoxypyrimidin-4-yl)phenol